(1-methyl-2-oxo-1,2-dihydroquinolin-4-yl)propanehydrazide CN1C(C=C(C2=CC=CC=C12)C(C(=O)NN)C)=O